tert-butyl 4-{3,6-dimethyl-8-[(1R)-1-{[(R)-2-methylpropane-2-sulfinyl]amino}ethyl]-4-oxo-3,4-dihydroquinazolin-2-yl}piperidine-1-carboxylate CN1C(=NC2=C(C=C(C=C2C1=O)C)[C@@H](C)N[S@](=O)C(C)(C)C)C1CCN(CC1)C(=O)OC(C)(C)C